C(CCC)[Sn](OCC)(CCCC)CCCC tributyl-(1-ethoxy)stannane